ClC=1C=C(CNC(=O)C2=CC3=C(N=C(S3)C=3C=NC=C(C3)C)C=C2)C=CC1 N-(3-chlorobenzyl)-2-(5-methylpyridin-3-yl)benzo[d]thiazole-6-carboxamide